F\C=C\1/CN2CCC3(C2(C1)CO)CC3 (Z)-(6'-(fluoromethylene)tetrahydrospiro[cyclopropane-1,1'-pyrrolizin]-7a'(5'H)-yl)methanol